triphenylsulfonium hexafluoroarsenate F[As-](F)(F)(F)(F)F.C1(=CC=CC=C1)[S+](C1=CC=CC=C1)C1=CC=CC=C1